FC(C=1C(=C(C=CC1)[C@@H](C)NC1=NC(=NC2=CC(=C(C=C12)OCC=1N(CCC1)C)OC)C)C)F N-((R)-1-(3-(difluoromethyl)-2-methylphenyl)ethyl)-7-methoxy-2-methyl-6-(((S)-1-methylpyrrolin-2-yl)methoxy)quinazolin-4-amine